9-(4-((1-(3-fluoropropyl)azetidin-3-yl)methyl)phenyl)-8-(4-methyl-3-(trifluoromethyl)phenyl)-6,7-dihydro-5H-benzo[7]annulene-3-carboxylic acid FCCCN1CC(C1)CC1=CC=C(C=C1)C1=C(CCCC2=C1C=CC(=C2)C(=O)O)C2=CC(=C(C=C2)C)C(F)(F)F